FC1=C(C2=C(N(C(N2C)=O)C2C(N(C(CC2)=O)CC2=CC=C(C=C2)OC)=O)C=C1)N1CCC(CC1)C=O 1-[5-fluoro-1-[1-[(4-methoxyphenyl)methyl]-2,6-dioxo-3-piperidyl]-3-methyl-2-oxo-benzimidazol-4-yl]piperidine-4-carbaldehyde